ClC=1C(=NC(=NC1)N1N=C(C=C1)C(F)(F)F)NC1=CC=2C3=C(C(N(C2C=C1)C)=O)OCC[C@@H](N3)C (S)-10-((5-chloro-2-(3-(trifluoromethyl)-1H-pyrazol-1-yl)pyrimidin-4-yl)amino)-2,7-dimethyl-1,2,3,4-tetrahydro-[1,4]oxazepino[2,3-c]quinolin-6(7H)-one